Sodium 6-(t-Butoxycarbonyl)-8-morpholino-5,6,7,8-tetrahydro-1,6-naphthyridine-2-sulfonate C(C)(C)(C)OC(=O)N1CC=2C=CC(=NC2C(C1)N1CCOCC1)S(=O)(=O)[O-].[Na+]